(2R,3R,3aS,6S,6aR)-6-((7-amino-6-chloro-1,8-naphthyridin-2-yl)methyl)-2-(4-amino-7H-pyrrolo[2,3-d]pyrimidin-7-yl)hexahydro-3aH-cyclopenta[b]furan-3,3a-diol NC1=C(C=C2C=CC(=NC2=N1)C[C@@H]1CC[C@]2([C@@H]1O[C@H]([C@@H]2O)N2C=CC1=C2N=CN=C1N)O)Cl